CCCCCCCCCCCCCCC(=O)O[C@H](COC(=O)CCCCCCCCC/C=C\C/C=C\CCCCC)COP(=O)(O)OC[C@H](CO)O 1-(11Z,14Z-eicosadienoyl)-2-pentadecanoyl-glycero-3-phospho-(1'-sn-glycerol)